N-(3-methylbutan-2-yl)cyclohexane-1,2-diamine CC(C(C)NC1C(CCCC1)N)C